C(CCCCCCCC)(=O)C(O)[C@H](O)[C@@H](O)[C@](O)([C@](O)(COC(CCCCCCCC)=O)C(CCCCCCCC)=O)C(CCCCCCCC)=O 1,4,5,6-O-tetranonanoyl-sorbitol